BrC=1C(=C(C=CC1)C(CC1CN(C1)C(=O)OC(C)(C)C)=O)F tert-butyl 3-(2-(3-bromo-2-fluorophenyl)-2-oxoethyl)azetidine-1-carboxylate